4-(Bromomethyl)benzyl alcohol BrCC1=CC=C(CO)C=C1